O=C(CCOCCOCCOCCOCCOCCOCCOCCOCCOCCOCCOCCOC)NCCCCCC(=O)O 38-oxo-2,5,8,11,14,17,20,23,26,29,32,35-dodecaoxa-39-azapentatetracontane-45-oic acid